NCC1=C(C=NC(=C1O)C)COC1=C(OP(=O)=N[C@H](C(=O)OC2CCN(CC2)C)C)C=CC=C1 (2S)-1-Methylpiperidin-4-yl 2-(((4-(aminomethyl)-5-hydroxy-6-methylpyridin-3-yl)methoxy)(phenoxy)phosphorylamino)propanoate